N1CCC(CC1)N1CNCC2=CC=CC(=C12)C(F)(F)F 1-(piperidin-4-yl)-8-(trifluoromethyl)-3,4-dihydroquinazolin